N=1C=NN2C1C=C(C=C2)OC2=C(C=C(C=C2)NC2=NC=NC1=CC=C(C=C21)N2[C@H](CN(CC2)C(=O)OC(C)(C)C)C)C tert-butyl (S)-4-(4-((4-([1,2,4]triazolo[1,5-a]pyridin-7-yloxy)-3-methylphenyl)amino)quinazolin-6-yl)-3-methylpiperazine-1-carboxylate